ICCCC1=CC=C(C=C1)OC 1-(3-iodopropyl)-4-methoxybenzene